Tetradecyl-Cyclotetrasiloxane C(CCCCCCCCCCCCC)[SiH]1O[SiH2]O[SiH2]O[SiH2]O1